N1(N=CC=C1)C1=CC=C(C=C1)C1CCC2(CN(C2)C(=O)C2CC(C2)(C)O)CC1 (7-(4-(1H-Pyrazol-1-yl)phenyl)-2-azaspiro[3.5]nonan-2-yl)((1s,3s)-3-hydroxy-3-methylcyclobutyl)methanon